FC1=C(C=C2C(=CC=NC2=C1)C=1C(=NN(C1)C)C1=NC=C(C=C1)F)OC 7-fluoro-4-[3-(5-fluoro-2-pyridinyl)-1-methyl-pyrazol-4-yl]-6-methoxy-quinoline